COC1=C(C=CC=C1)NC(=O)NC1=NC(=NC2=CC=CC=C12)C=1C=NC=CC1 1-(2-Methoxyphenyl)-3-(2-pyridin-3-ylquinazolin-4-yl)urea